NC1=C(C=NN1C12CC(C1)C2)C(=O)O 5-amino-1-(bicyclo[1.1.1]pentan-1-yl)-1H-pyrazole-4-carboxylic acid